(S)-tert-butyl 2-((tert-butoxycarbonyl)amino)-4-((3-methyl-3-(4-phenyl-2H-1,2,3-triazol-2-yl)butyl)thio)butanoate C(C)(C)(C)OC(=O)N[C@H](C(=O)OC(C)(C)C)CCSCCC(C)(N1N=CC(=N1)C1=CC=CC=C1)C